(2,6-dioxo-3-(1-oxo-5-(pyridin-2-yl)isoindolin-2-yl)piperidin-1-yl)methyl pivalate C(C(C)(C)C)(=O)OCN1C(C(CCC1=O)N1C(C2=CC=C(C=C2C1)C1=NC=CC=C1)=O)=O